triethylamine triacetate C(C)(=O)O.C(C)(=O)O.C(C)(=O)O.C(C)N(CC)CC